1-(2-chloro-3-(1-(4-(5-(difluoromethyl)-1,3,4-oxadiazol-2-yl)-2-fluorobenzyl)-1H-1,2,3-triazol-4-yl)phenyl)-N,N-dimethylmethylamine ClC1=C(C=CC=C1C=1N=NN(C1)CC1=C(C=C(C=C1)C=1OC(=NN1)C(F)F)F)CN(C)C